ClC1=NC=2N(C(=C1C1=CC=C(C=C1)OC)Cl)N=C(C2C2=C(C=CC=C2)F)C2=CC=CC=C2 5,7-dichloro-3-(2-fluorophenyl)-6-(4-methoxyphenyl)-2-phenylpyrazolo[1,5-a]pyrimidine